C(#N)C=1C(=NN(C1NCC1=CC=C(C=C1)OC)[C@@H]1CN(CC1)C(=O)OC(C)(C)C)C#C[Si](C)(C)C tert-butyl (3S)-3-(4-cyano-5-{[(4-methoxyphenyl)methyl]amino}-3-[2-(trimethylsilyl)ethynyl]pyrazol-1-yl)pyrrolidine-1-carboxylate